N-methyl-palmitic acid amide CNC(CCCCCCCCCCCCCCC)=O